tert-butyl (3-(4-amino-5-(1-(2-(3-(trifluoromethoxy)phenyl)acetyl)indolin-5-yl)-7H-pyrrolo[2,3-d]pyrimidin-7-yl)propyl)carbamate NC=1C2=C(N=CN1)N(C=C2C=2C=C1CCN(C1=CC2)C(CC2=CC(=CC=C2)OC(F)(F)F)=O)CCCNC(OC(C)(C)C)=O